C(C)(C)(C)OC(=O)N1CCC2(CN(C2)C(N(C)C)=O)CC1 2-(dimethylcarbamoyl)-2,7-diazaspiro[3.5]nonane-7-carboxylic acid tert-butyl ester